3-fluoro-4-((4-((3-hydroxy-3-methyltetrahydro-2H-pyran-4-yl)oxy)-5-(trifluoromethyl)pyrimidin-2-yl)amino)benzenesulfonamide FC=1C=C(C=CC1NC1=NC=C(C(=N1)OC1C(COCC1)(C)O)C(F)(F)F)S(=O)(=O)N